3-carbamoyl-4-methoxypiperidine-1-carboxylic acid tert-butyl ester C(C)(C)(C)OC(=O)N1CC(C(CC1)OC)C(N)=O